C(C)OC(CCC(=O)N1CC2=CC(=C(C(=C2C1)F)O)Br)=O 4-(6-bromo-4-fluoro-5-hydroxy-isoindolin-2-yl)-4-oxobutanoic acid ethyl ester